7-phenyl-7H,7'H-10,10'-bibenzo[c]carbazole C1(=CC=CC=C1)N1C=2C=CC(=CC2C=2C3=C(C=CC12)C=CC=C3)C3=CC=1C=2C4=C(C=CC2NC1C=C3)C=CC=C4